C(C=C)(=O)[O-].CC=1NC=C[NH+]1 methylimidazolium acrylate